BrC1=CC=C(S1)C(=O)N 5-bromothiophene-2-carboxamide